C1=NC=C2N=NC3=C(N21)C=CC=C3 benzo[e]imidazo[5,1-c][1,2,4]triazine